(4-butylcyclohexyl)propyl fumarate C(\C=C\C(=O)[O-])(=O)OCCCC1CCC(CC1)CCCC